(2S,3R)-2-(3,4,5-trihydroxyphenyl)chroman-3,5,7-triol OC=1C=C(C=C(C1O)O)[C@@H]1OC=2C=C(C=C(C2C[C@H]1O)O)O